(2S,3R,4R)-1-acetyl-2-cyclopropyl-4-((4,5-dimethylpyrimidin-2-yl)amino)-3-methyl-1,2,3,4-tetrahydroquinoline-6-carboxamide C(C)(=O)N1[C@H]([C@@H]([C@H](C2=CC(=CC=C12)C(=O)N)NC1=NC=C(C(=N1)C)C)C)C1CC1